6'-(2,6-dimethylpyridin-4-yl)-4,4''-bis(3,6-diphenyl-9H-carbazol-9-yl)-[1,1':2',1''-terphenyl]-3'-carbonitrile CC1=NC(=CC(=C1)C1=CC=C(C(=C1C1=CC=C(C=C1)N1C2=CC=C(C=C2C=2C=C(C=CC12)C1=CC=CC=C1)C1=CC=CC=C1)C1=CC=C(C=C1)N1C2=CC=C(C=C2C=2C=C(C=CC12)C1=CC=CC=C1)C1=CC=CC=C1)C#N)C